R-2-AMINOHEPTANOIC ACID N[C@@H](C(=O)O)CCCCC